C(C)(C)(C)C1=C(C(=CC(=C1)CCCCCCCCC)C(C)(C)C)O 2,6-di-t-butyl-4-nonylphenol